FC1(C(C2=C(C(=C(C(=C2C(C1(C(C1=C(C(=C(C(=C1F)F)F)F)F)(F)F)F)(F)F)F)F)F)F)=O)C(C(C(C(F)(F)F)(F)F)(F)F)(F)F perfluorobutyl-3-benzyltetralone